isononanenol C(=CCCCCC(C)C)O